ClC1=CC=C2C(=C(C=NC2=C1)N)N1C=NC=C1 7-chloro-4-(1H-imidazol-1-yl)quinolin-3-amine